C(C)(C)(C)OC(=O)N1C[C@@H]([C@H](CC1)CNC1=NC=2N(C(=N1)NCC1=CC(=CC=C1)NC(C(=C)F)=O)N=CC2C(C)C)OC (3R,4R)-4-(((4-((3-(2-fluoroacrylamido)benzyl)amino)-8-isopropylpyrazolo[1,5-a][1,3,5]triazin-2-yl)amino)methyl)-3-methoxypiperidine-1-carboxylic acid tert-butyl ester